P(=O)(O)(O)OCCCCCCCCCCCCCCCCCCCCOC(C=C)=O acryloxyeicosyl dihydrogenphosphate